C1(=CC=CC=C1)[C@H]1CCC2=NC3=C(N21)C=C(C=C3)C=3C=CC(=NC3)CO |o1:6| [5-[(1R or S)-1-phenyl-2,3-dihydro-1H-pyrrolo[1,2-a]benzimidazol-7-yl]-2-pyridinyl]methanol